BrC1=CC=C(C=C1)N1C(CC2=C(C=CC=C12)C)=O 1-(4-bromophenyl)-4-methylindolin-2-one